F[P-](F)(F)(F)(F)F.ClC(\C=[NH+]/C)=CN(C)C (Z)-N-[2-chloro-3-(dimethylamino)allylidene]-N-methyl-ammonium hexafluorophosphate